N-(1-Cyanocyclopropyl)-9-[5-(difluoromethyl)-1,3,4-thiadiazol-2-yl]-4-[2-(2-methylpropanoyl)-2,6-diazaspiro[3.3]heptan-6-yl]pyrimido[4,5-b]indole-7-sulfonamide C(#N)C1(CC1)NS(=O)(=O)C1=CC=C2C3=C(N(C2=C1)C=1SC(=NN1)C(F)F)N=CN=C3N3CC1(CN(C1)C(C(C)C)=O)C3